C(C)OC(C1=CC(=CC=C1)N1C(=C2C(N(N=CC2=C1C)C1=CC=CC=C1)=O)C)=O 3-(5,7-dimethyl-1-oxo-2-phenyl-1H-pyrrolo[3,4-d]pyridazin-6(2H)-yl)benzoic acid ethyl ester